CN(C)C(CSS(=O)(=O)[O-])CSS(=O)(=O)[O-].[Na+].[Na+] The molecule is an organic sodium salt that is the disodium salt of thiosultap. An insecticide used to control various pests on rice, vegetable, and fruit trees. It has a role as an insecticide. It contains a thiosultap(2-).